Tertiary butyl-methoxydibenzoylmethane C(C)(C)(C)C(C(C1=CC=CC=C1)=O)(C(C1=CC=CC=C1)=O)OC